tert-butyl ((3S,4S)-1-acetyl-4-fluoropyrrolidin-3-yl)carbamate C(C)(=O)N1C[C@@H]([C@H](C1)F)NC(OC(C)(C)C)=O